C(C1=CC=CC=C1)C1=C(SC=2N3C(COCC21)=NN=C3C)C#CC=3C=NN(C3)CCOCCOC3=C2CN(C(C2=CC=C3)=O)C3C(NC(CC3)=O)=O 3-(4-(2-(2-(4-((3-Benzyl-9-methyl-4H,6H-thieno[2,3-e][1,2,4]triazolo[3,4-c][1,4]oxazepin-2-yl)ethynyl)-1H-pyrazol-1-yl)ethoxy)ethoxy)-1-oxoisoindolin-2-yl)piperidin-2,6-dion